FC(=CCC[C@]1(OC2=C(C(=C(C(=C2CC1)C)O)C)C)C)F (R)-2-(4,4-difluorobut-3-en-1-yl)-2,5,7,8-tetramethylchroman-6-ol